6-(2-fluoro-4-(6-fluoro-2-methyl-2H-indazol-5-yl)benzyl)-6,7-dihydro-5H-pyrrolo[3,4-b]pyridin-5-one-7,7-d2 FC1=C(CN2C(C3=NC=CC=C3C2=O)([2H])[2H])C=CC(=C1)C1=CC2=CN(N=C2C=C1F)C